p-allylphenolate C(C=C)C1=CC=C(C=C1)[O-]